5-(2-fluorophenyl-[1,2,4]oxadiazol-3-yl)-benzoic acid FC1=C(C=CC=C1)C1=NC(=NO1)C=1C=CC=C(C(=O)O)C1